N-[[1-(4-bromophenyl)cyclopropyl]methyl]-2,2,2-trifluoro-acetamide BrC1=CC=C(C=C1)C1(CC1)CNC(C(F)(F)F)=O